(S)-6-(2,8-dimethylimidazo[1,2-b]pyridazin-6-yl)-8-methyl-2-(4-azaspiro[2.5]octan-7-yl)isoquinolin-1(2H)-one CC=1N=C2N(N=C(C=C2C)C=2C=C3C=CN(C(C3=C(C2)C)=O)[C@H]2CCNC3(CC3)C2)C1